CNCC=1C=NN(C1)C N-Methyl-1-(1-methylpyrazol-4-yl)methanamine